N-(6-fluoroquinolin-8-yl)-5-morpholinopyrazine-2-carboxamide FC=1C=C2C=CC=NC2=C(C1)NC(=O)C1=NC=C(N=C1)N1CCOCC1